NC1=NC=C(C2=C1C(=C(N2C)C2=C(C=C(C=C2)NC(=O)C(=C)F)C)C2=CC(=C(C(=O)NCC(F)(F)F)C=C2)OC([2H])([2H])[2H])C#CC2(CC2)N 4-{4-amino-7-[(aminocyclopropyl)ethynyl]-2-{4-[(2-fluoroacrylamino)]-2-methylphenyl}-1-methylpyrrolo[3,2-c]pyridin-3-yl}-2-[(trideuteriomethyl)oxy]-N-(2,2,2-trifluoroethyl)benzamide